(S)-3-((diethyl(oxo)-λ6-sulfaneylidene)amino)-N-(1-(3-methyl-1-(pyrimidin-2-yl)-1H-1,2,4-triazol-5-yl)ethyl)-5-(trifluoromethyl)benzamide C(C)S(=O)(CC)=NC=1C=C(C(=O)N[C@@H](C)C2=NC(=NN2C2=NC=CC=N2)C)C=C(C1)C(F)(F)F